2,2,3,3-butanetetracarboxylic acid CC(C(C)(C(=O)O)C(=O)O)(C(=O)O)C(=O)O